FC(C(=O)C1=CN(C2=CC(=CC=C12)C(F)(F)F)C)(F)F 2,2,2-trifluoro-1-[1-methyl-6-(trifluoromethyl)indol-3-yl]ethanone